(2S)-2-(9H-fluoren-9-ylmethoxycarbonylamino)-4-oxo-4-prop-2-enyloxybutyric acid C1=CC=CC=2C3=CC=CC=C3C(C12)COC(=O)N[C@H](C(=O)O)CC(OCC=C)=O